N-(3-fluorophenyl)-2-methyl-2-(1H-pyrazol-1-yl)-N-({5-[5-(trifluoromethyl)-1,2,4-oxadiazol-3-yl]pyridin-2-yl}methyl)propanamide FC=1C=C(C=CC1)N(C(C(C)(N1N=CC=C1)C)=O)CC1=NC=C(C=C1)C1=NOC(=N1)C(F)(F)F